dimethyl-Acetyl chloride CC(C(=O)Cl)C